C(C1=CC=CC=C1)(=O)NCC(CCl)O 1-benzamido-3-chloropropane-2-ol